N-hydroxy-2-(4-methylpiperazin-1-yl)-N-(4-((4-(piperidin-1-yl)phenyl)amino)-2-(trifluoromethyl)benzyl)acetamide ON(C(CN1CCN(CC1)C)=O)CC1=C(C=C(C=C1)NC1=CC=C(C=C1)N1CCCCC1)C(F)(F)F